2-chloro-1,3-didodecyl-4,5-dihydro-1H-imidazol-3-ium hexafluorophosphate F[P-](F)(F)(F)(F)F.ClC=1N(CC[N+]1CCCCCCCCCCCC)CCCCCCCCCCCC